acetate (Prenyl acetate) C(C=C(C)C)CC(=O)O.C(C)(=O)O